CN(/C=C/C1=C(C(=O)OC)C=C(C=C1)[N+](=O)[O-])C Methyl (E)-2-(2-(dimethylamino) vinyl)-5-nitrobenzoate